1,2-bis-(4-hydroxy-3-methoxyphenyl)-propane-1,3-diol OC1=C(C=C(C=C1)C(C(CO)C1=CC(=C(C=C1)O)OC)O)OC